trans-5-[4-[4-(4-Chlorophenyl)-5-methyl-1,2,4-triazol-3-yl]cyclohexyl]oxy-2-methylpyridin ClC1=CC=C(C=C1)N1C(=NN=C1C)[C@@H]1CC[C@H](CC1)OC=1C=CC(=NC1)C